C(C)(C)(C)OC(=O)N1CCC(CC1)N(C)C=1N=NC(=CC1)I.C(CCCCCCCCCCCCCCCCC)[S+](CC)C n-octadecyl-methyl-ethyl-sulfonium tert-butyl-4-[(6-iodopyridazin-3-yl)(methyl)amino]piperidine-1-carboxylate